3-Bromo-N-(3-methoxy-2,6-dimethylphenyl)-4,5,6-trimethylpyridin-2-amine BrC=1C(=NC(=C(C1C)C)C)NC1=C(C(=CC=C1C)OC)C